N[C@@H](CCC(=O)OCCCCC)C(=O)OCCCCC diamyl glutamate